N1SC=CCC12CN(CCC2)C(=O)[O-] thia-1,8-diazaspiro[5.5]undec-3-ene-8-carboxylate